hexa[(trimethylsilyl)ethynyl]benzene C[Si](C)(C)C#CC1=C(C(=C(C(=C1C#C[Si](C)(C)C)C#C[Si](C)(C)C)C#C[Si](C)(C)C)C#C[Si](C)(C)C)C#C[Si](C)(C)C